CC1=C(C(=CC(=C1)C)C)C(C(=O)NCC1=C2CN(C(C2=CC=C1)=O)C1C(NC(CC1)=O)=O)=O 2-(2,4,6-trimethylphenyl)-N-((2-(2,6-dioxopiperidin-3-yl)-1-oxoisoindolin-4-yl)methyl)-2-oxoacetamide